S1C(=NC=C1)[C@@H]1C[C@H](NC1)C(=O)OC methyl (2S,4R)-4-(thiazol-2-yl)pyrrolidine-2-carboxylate